C(#C)[C@@]1(O[C@H](C=C1)N1C(NC(C(=C1)C)=O)=O)CO[P@@](=O)(OC1=CC=CC2=CC=CC=C12)N[C@@H](C)C(=O)OCC(C)(C)C Neopentyl ((R)-(((2R,5R)-2-Ethynyl-5-(5-methyl-2,4-dioxo-3,4-dihydropyrimidin-1(2H)-yl)-2,5-dihydrofuran-2-yl)methoxy)(naphthalen-1-yloxy)phosphoryl)-L-alaninate